3,3-dimethylpentyl L-alaninate Hydrochloride Cl.N[C@@H](C)C(=O)OCCC(CC)(C)C